C1(CC1)C#CC=1C=C(C=C(C1)F)C1=NN=C2N1C1=CC=C(C=C1C(=N2)NC)F (3-(cyclopropylethynyl)-5-fluorophenyl)-7-fluoro-N-methyl-[1,2,4]triazolo[4,3-a]quinazolin-5-amine